(S)-4,7-dibromo-2-(1,2,3,4-tetrahydronaphthalene-1-yl)isoindoline-1,3-dione BrC1=C2C(N(C(C2=C(C=C1)Br)=O)[C@H]1CCCC2=CC=CC=C12)=O